tert-butyl 4-(2-cyclopropyl-6-(methylcarbamoyl)pyridin-3-yl)piperazine-1-carboxylate C1(CC1)C1=NC(=CC=C1N1CCN(CC1)C(=O)OC(C)(C)C)C(NC)=O